(3-chloro-4-fluorophenyl)(4-methyl-5-(methylsulfonyl)-1-((2-(trimethylsilyl)ethoxy)methyl)-1H-imidazol-2-yl)methanone ClC=1C=C(C=CC1F)C(=O)C=1N(C(=C(N1)C)S(=O)(=O)C)COCC[Si](C)(C)C